NCCCCCCOC1(OC(C(C(C1)O)NC(CO)=O)[C@@H]([C@@H](CNC(CC1=CC=C(C=C1)C#C)=O)O)O)C(=O)O 2-((6-aminohexyl)oxy)-6-((1R,2R)-3-(2-(4-ethynylphenyl)acetamido)-1,2-dihydroxypropyl)-4-hydroxy-5-(2-hydroxyacetamido)tetrahydro-2H-pyran-2-carboxylic acid